tin diacetic acid C(C)(=O)O.C(C)(=O)O.[Sn]